ethyl 3-fluoro-1-methyl-8-(3-nitrophenyl)-2,4,5-trioxopyrido[2,3-d]pyridazine-3-carboxylate FC1(C(C2C(=C(N=NC2=O)C2=CC(=CC=C2)[N+](=O)[O-])N(C1=O)C)=O)C(=O)OCC